ClC1=CC=C(C=C1)C=1C(=NN(C1)[C@@H]1C[C@H](C1)CNC=1C=C2C(N(C(C2=CC1)=O)C1C(NC(CC1)=O)=O)=O)C1CC1 5-(((trans-3-(4-(4-chlorophenyl)-3-cyclopropyl-1H-pyrazol-1-yl)cyclobutyl)methyl)amino)-2-(2,6-dioxopiperidin-3-yl)isoindoline-1,3-dione